OC1CN(C1)C(=O)O[C@@H]1CC[C@H](CC1)C(N(C[C@@H]1CC[C@H](CC1)C=1C=NC(=C(C1)C)OC)C1=CC(=CC=C1)C=1C=NN(C1)C1CC1)=O trans-4-((3-(1-Cyclopropyl-1H-pyrazol-4-yl)phenyl)((trans-4-(6-methoxy-5-methylpyridin-3-yl)cyclohexyl)methyl)carbamoyl)cyclohexyl 3-hydroxyazetidine-1-carboxylate